CC=1C=C2C=NC(=NC2=CC1C1CCN(CC1)CCC#N)NC=1C=NN(C1C)C1(CC1)C 3-(4-(6-methyl-2-((5-methyl-1-(1-methylcyclopropyl)-1H-pyrazol-4-yl)amino)quinazolin-7-yl)piperidin-1-yl)propanenitrile